3-ethoxy-4-((2-methylundec-2-en-5-yl)oxy)benzaldehyde C(C)OC=1C=C(C=O)C=CC1OC(CC=C(C)C)CCCCCC